4-((tert-Butoxycarbonyl)(methyl)amino)-4'-chloro-3,4,5,6-tetrahydro-[1,1'-biphenyl]-2-carboxylic acid methyl ester COC(=O)C1=C(CCC(C1)N(C)C(=O)OC(C)(C)C)C1=CC=C(C=C1)Cl